cis-1-(3-fluoro-2-methylphenyl)-3-(quinolin-6-yl)cyclopentane-1-carboxylic acid FC=1C(=C(C=CC1)[C@@]1(C[C@H](CC1)C=1C=C2C=CC=NC2=CC1)C(=O)O)C